C(C)(C)(C)OC(=O)N(C(OC(C)(C)C)=O)C=1C2=C(N=CN1)N(C=C2B2OC(C(O2)(C)C)(C)C)C2CN(CC2)C tert-butyl (tert-butoxycarbonyl)(7-(1-methylpyrrolidin-3-yl)-5-(4,4,5,5-tetramethyl-1,3,2-dioxaborolan-2-yl)-7H-pyrrolo[2,3-d]pyrimidin-4-yl)carbamate